ClC1=CC=C2C(=C(N3C(C2=C1C1=CC=CC=C1)=NC=N3)C(=O)NCC(=O)O)O (9-chloro-6-hydroxy-10-phenyl-[1,2,4]triazolo[5,1-a]isoquinoline-5-carbonyl)glycine